ClC1=NC=C(C(=N1)C1=CN=NN1)F 2-chloro-5-fluoro-4-(1H-1,2,3-triazol-5-yl)pyrimidine